2,4-bistrichloromethyl-6-piperonyl-1,3,5-triazine ClC(C1=NC(=NC(=N1)C(Cl)(Cl)Cl)CC1=CC=2OCOC2C=C1)(Cl)Cl